O1NONC1 diaza1,3-Dioxolane